geranyl-naringenin C(\C=C(/C)\CCC=C(C)C)[C@@]1(OC=2C=C(C=C(C2C(C1)=O)O)O)C1=CC=C(O)C=C1